4-((1-(3-Chlorobenzyl)-5-(pyridin-3-yl)-1H-indol-7-amido)methyl)benzoic acid ClC=1C=C(CN2C=CC3=CC(=CC(=C23)C(=O)NCC2=CC=C(C(=O)O)C=C2)C=2C=NC=CC2)C=CC1